NCCC[Si](O[Si](CCCN)(C)C)(C)C 1,3-bis-(3-aminopropyl)tetramethyldisiloxane